CC=1N=C2N(C=C(C=C2)B(O)O)C1 (2-methylimidazo[1,2-a]pyridin-6-yl)boronic acid